ClC1=NC2=C(C=C(C=C2C(=C1C1=NC(=NO1)C)C)[C@@H](C)O)F (R)-1-(2-chloro-8-fluoro-4-methyl-3-(3-methyl-1,2,4-oxadiazol-5-yl)quinolin-6-yl)ethan-1-ol